COC=1C2=C(SC1)C(=CS2)OC 3,6-dimethoxythieno[3,2-B]thiophene